4-(Trifluoromethylthio)phenylacetic acid FC(SC1=CC=C(C=C1)CC(=O)O)(F)F